NCC=1C(=CC(=NC1)C1=CC=C(C=C1)F)C1=NN(C=C1)CC=1C=C(C(=O)NC)C=C(C1)Cl 3-((3-(5-(aminomethyl)-2-(4-fluorophenyl)pyridin-4-yl)-1H-pyrazol-1-yl)methyl)-5-chloro-N-methylbenzamide